(R)-3-((4-(2-hydroxy-4-(trifluoromethyl)phenyl)phthalazin-1-yl)amino)-2-methylpropane-1,2-diol OC1=C(C=CC(=C1)C(F)(F)F)C1=NN=C(C2=CC=CC=C12)NC[C@](CO)(O)C